5-[(1S)-1-methoxyethyl]-1-(pyridin-4-yl)-1H-pyrazole-4-carboxylic acid CO[C@@H](C)C1=C(C=NN1C1=CC=NC=C1)C(=O)O